(4R,5R)-2-(8-chloroimidazo[1,2-a]pyridin-2-yl)-4,5-diphenyl-4,5-dihydro-oxazole ClC=1C=2N(C=CC1)C=C(N2)C=2O[C@@H]([C@H](N2)C2=CC=CC=C2)C2=CC=CC=C2